FC1=CC=C(C=C1)NC1C(CNCC1)C N-(4-fluorophenyl)-3-methyl-piperidin-4-amine